1-[3-acetyl-6-[5-[(6-methylpyridazin-3-yl)amino]benzimidazol-1-yl]-2-pyridyl]pyrazole-3-carbonitrile C(C)(=O)C=1C(=NC(=CC1)N1C=NC2=C1C=CC(=C2)NC=2N=NC(=CC2)C)N2N=C(C=C2)C#N